FC=1S(OCCCC1)(=O)=O 3-fluoro-6,7-dihydro-5H-oxathiepine 2,2-dioxide